(3S)-3-({7-bromo-2-[4-(methylsulfonyl)phenyl][1,2,4]triazolo[1,5-c]quinazolin-5-yl}amino)azepin-2-one BrC1=CC=CC=2C=3N(C(=NC12)NC=1C(N=CC=CC1)=O)N=C(N3)C3=CC=C(C=C3)S(=O)(=O)C